2-[4-(4-methoxystyryl)phenyl]-4,6-bis(trichloromethyl)-1,3,5-triazine COC1=CC=C(C=CC2=CC=C(C=C2)C2=NC(=NC(=N2)C(Cl)(Cl)Cl)C(Cl)(Cl)Cl)C=C1